C(C)OC(=O)C1CCC(CC1)(O)CF 4-(Fluoromethyl)-4-hydroxycyclohexanecarboxylic acid ethyl ester